S1C=CC2=C1C=CC(=C2)CCN2CCS(CC2)(=O)=O 4-[2-(benzothien-5-yl)ethyl]-thiomorpholine-1,1-dioxide